1-{[6-chloro-5-(trifluoromethyl)(2-pyridyl)]amino}-4-methylazoline-2,5-dione ClC1=C(C=CC(=N1)NN1C(C=C(C1=O)C)=O)C(F)(F)F